C(CCC)OC(CC1CCN(CC1)C1=CC(=C(C=C1F)[C@H]1C(C(N1)=O)(CC)CC)OC)OCCCC (4S)-4-{4-[4-(2,2-dibutoxyethyl)piperidin-1-yl]-5-fluoro-2-methoxyphenyl}-3,3-diethylazetidin-2-one